(1-benzyl-3-(2-(2-chloroquinolin-3-yl)ethyl)pyrrolidin-3-yl)carbamic acid tert-butyl ester C(C)(C)(C)OC(NC1(CN(CC1)CC1=CC=CC=C1)CCC=1C(=NC2=CC=CC=C2C1)Cl)=O